N-(3-((3,5-dimethyl-4-oxo-3,4-dihydroquinazolin-6-yl)amino)-2,4-difluorophenyl)propane-1-sulfonamide ethyl-(4aS,7aR)-1-methyl-2-oxooctahydro-4aH-cyclopenta[b]pyridine-4a-carboxylate C(C)OC(=O)[C@]12[C@H](N(C(CC1)=O)C)CCC2.CN2C=NC1=CC=C(C(=C1C2=O)C)NC=2C(=C(C=CC2F)NS(=O)(=O)CCC)F